C(C)OC(=O)C1=C(N=C(S1)NC1=NC(=CC(=N1)N1CCC(CC1)O)N1CC(NCC1)=O)C 2-[4-(4-hydroxypiperidin-1-yl)-6-(3-oxo-piperazin-1-yl)-pyrimidin-2-ylamino]-4-methyl-thiazole-5-carboxylic acid ethyl ester